FC(C1=NN=C(O1)C1=NC=C2N1C=C(C=C2N2C[C@@H]1COCCN1CC2)S(=O)(=O)NC2(CC2)C)F (R)-3-(5-(difluoromethyl)-1,3,4-oxadiazol-2-yl)-8-(hexahydropyrazino[2,1-c][1,4]oxazin-8(1H)-yl)-N-(1-methylcyclopropyl)imidazo[1,5-a]pyridine-6-sulfonamide